ClC=1C=C(C=CC1C#N)N1N=C(C=C1)C(=O)O (3-chloro-4-cyanophenyl)-1H-pyrazole-3-carboxylic acid